NC1=C(C=C2C=C(C=NC2=N1)C(=O)N([C@H](C)C1=NC=CC=N1)CC=1N=NC(=CC1)OCC)Br 7-amino-6-bromo-N-((6-ethoxy-3-pyridazinyl)methyl)-N-((1R)-1-(2-pyrimidinyl)ethyl)-1,8-naphthyridine-3-carboxamide